6-Dimethylamino-2-[2-(8-Hydroxyquinolin-5-yl)-vinyl]-1-methylquinolinium trifluoromethanesulfonate FC(S(=O)(=O)[O-])(F)F.CN(C=1C=C2C=CC(=[N+](C2=CC1)C)C=CC1=C2C=CC=NC2=C(C=C1)O)C